CN(C)[SiH2]N (dimethylaminosilyl)amine